2,3-dimethyl-4-(3-(2-(vinylsulfonylamino)propan-2-yl)phenyl)-1H-indole-7-carboxamide CC=1NC2=C(C=CC(=C2C1C)C1=CC(=CC=C1)C(C)(C)NS(=O)(=O)C=C)C(=O)N